4-(2-((tert-butyldimethylsilyl)oxy)ethoxy-1,1,2,2-d4)-2-isopropylpyridin-3-amine [Si](C)(C)(C(C)(C)C)OC(C(OC1=C(C(=NC=C1)C(C)C)N)([2H])[2H])([2H])[2H]